5',6'-difluoro-1'H-[1,2'-bibenzo[d]imidazole]-5-carbonitrile FC1=CC2=C(NC(=N2)N2C=NC3=C2C=CC(=C3)C#N)C=C1F